2,9-di([1,1'-biphenyl]-4-yl)-4,7-diphenyl-1,10-phenanthroline C1(=CC=C(C=C1)C1=NC2=C3N=C(C=C(C3=CC=C2C(=C1)C1=CC=CC=C1)C1=CC=CC=C1)C1=CC=C(C=C1)C1=CC=CC=C1)C1=CC=CC=C1